C1(CC1)C1=C(C(=NO1)C1=C(C=CC=C1Cl)Cl)C=CC1C2(CCC(C1)CC2)C(=O)O (2-(5-cyclopropyl-3-(2,6-dichlorophenyl)isoxazol-4-yl)vinyl)bicyclo[2.2.2]octane-1-carboxylic acid